O1N=CC(=C1)C1=CC2=C(O[C@@H](CN2)[C@@H](C2=CC=CC=C2)NCCC2=CC=C(C#N)C=C2)N=C1 4-(2-(((R)-((S)-7-(isoxazol-4-yl)-2,3-dihydro-1H-pyrido[2,3-b][1,4]oxazin-3-yl)(phenyl)methyl)amino)ethyl)benzonitrile